1-[5-(4-chlorophenyl)-1,3,4-oxadiazol-2-yl]piperidin-4-amine ClC1=CC=C(C=C1)C1=NN=C(O1)N1CCC(CC1)N